ClC=1C2=C(N=CN1)N(C=C2Cl)C=2C=C(C=NC2)C(=O)OC methyl 5-{4,5-dichloro-7H-pyrrolo[2,3-d]pyrimidin-7-yl}pyridine-3-carboxylate